(S)-2-(5-(benzofuran-5-yl)-1-oxoisoindolin-2-yl)butanamide 2-dimethylaminoethyl-benzoate ethyl-4-dimethylaminobenzoate C(C)OC(C1=CC=C(C=C1)N(C)C)=O.CN(CCOC(C1=CC=CC=C1)=O)C.O1C=CC2=C1C=CC(=C2)C=2C=C1CN(C(C1=CC2)=O)[C@H](C(=O)N)CC